(S)-1-butoxycarbonylpyrrolidin C(CCC)OC(=O)N1CCCC1